1-Propylpiperidin-3-amine hydrochloride Cl.C(CC)N1CC(CCC1)N